ONC(\C=C\C1=CC=C(C=C1)CNCCC1=C(NC2=CC=CC=C12)C)=O (2E)-N-hydroxy-3-[4-({[2-(2-methyl-1H-indol-3-yl)ethyl]amino}methyl)phenyl]prop-2-enamide